OC(C(=O)NC(C(=O)O)CCN(CCCCC1=NC=2NCCCC2C=C1)CCOC1=CC=CC=C1)C1=CC=CC=C1 2-[[2-hydroxy-2-phenyl-acetyl]amino]-4-[2-phenoxyethyl-[4-(5,6,7,8-tetrahydro-1,8-naphthyridin-2-yl)butyl]amino]butanoic acid